8-chloro-N-(2-methyl-4-(pyridin-4-ylmethoxy)phenyl)quinolin-2-amine ClC=1C=CC=C2C=CC(=NC12)NC1=C(C=C(C=C1)OCC1=CC=NC=C1)C